C1(CC1)C1=CC=C2C=C(C(NC2=C1F)=O)C(=O)O 7-cyclopropyl-8-fluoro-2-oxo-1,2-dihydroquinoline-3-carboxylic acid